2-(bis(3-chloro-4-fluorophenyl)methyl)-N-(2-hydroxyethyl)-N-methyl-1H-imidazole-5-sulfonamide ClC=1C=C(C=CC1F)C(C=1NC(=CN1)S(=O)(=O)N(C)CCO)C1=CC(=C(C=C1)F)Cl